Tri-Isopropyl Borate B(OC(C)C)(OC(C)C)OC(C)C